N[C@H]1CS(C2=C(N(C1=O)CC1=CC=C(C=C1)Cl)C=C(C(=C2)F)C=2OC(=NN2)C2=NOC(=N2)C)(=O)=O (3R)-3-amino-5-[(4-chlorophenyl)methyl]-8-fluoro-7-[5-(5-methyl-1,2,4-oxadiazol-3-yl)-1,3,4-oxadiazol-2-yl]-1,1-dioxo-2,3-dihydro-1λ6,5-benzothiazepin-4-one